6-bromo-1H-pyrrolo[2,3-b]pyridine-2-carbaldehyde BrC1=CC=C2C(=N1)NC(=C2)C=O